ClC1=C(C=C(CN2C3(CN(C3)C(=O)OC(C)(C)C)C(N(CC2=O)C(C)C)=O)C=C1)F tert-butyl 5-(4-chloro-3-fluorobenzyl)-8-isopropyl-6,9-dioxo-2,5,8-triazaspiro[3.5]nonane-2-carboxylate